C(C)(C)(C)OC(N(C)CC=O)=O 2-oxoethyl-(methyl)carbamic acid tert-butyl ester